C1(CC1)N1C=C(C(C2=CC(=C(C=C12)N1CCN(CC1)CC1=CC=C(C=C1)COC)F)=O)C(=O)O.C(C=C)(=O)OCCC[Si](OC)(OC)OC 3-Acryloyloxypropyl-trimethoxysilane 1-cyclopropyl-6-fluoro-7-(4-(4-(methoxymethyl)benzyl)piperazin-1-yl)-4-oxo-1,4-dihydroquinoline-3-carboxylate